BrC1=C(C=C(O[C@H](CCC2CCN(CC2)C(=O)OC(C)(C)C)C)C=C1)C tert-butyl (S)-4-(3-(4-bromo-3-methylphenoxy)butyl)piperidine-1-carboxylate